ClC=1N=CC2=CC(=C3C(=C2C1)N=CO3)C=3C(=CC(=NC3)C(CC)=O)C 1-(5-(8-chlorooxazolo[4,5-f]isoquinolin-4-yl)-4-methylpyridin-2-yl)propan-1-one